ammonium 3-chloro-6-hydroxypyrido[3,4-c]pyridazin-8-ol ClC1=CC2=C(N=N1)C(=NC(=C2)O)O.[NH4+]